COC(=O)C1CCC(CC1)N1C2=NC(=NC(=C2N=C1)N(C(=O)OC(C)(C)C)C(=O)OC(C)(C)C)I 4-{6-[bis(tert-Butoxycarbonyl)amino]-2-iodo-9H-purin-9-yl}cyclohexanecarboxylic acid methyl ester